(Z)-1'-((4-(Dimethylamino)piperidin-1-yl)methyl)-[2,3'-biindolinylidene]-2',3-dione CN(C1CCN(CC1)CN1C(\C(\C2=CC=CC=C12)=C\1/NC2=CC=CC=C2C1=O)=O)C